FC1=CC(=C(C=C1C=1C=NC(=NC1)O)NC(=O)C1=CNC(C=C1C(F)(F)F)=O)N1CCN(CC1)C N-[4-fluoro-5-(2-hydroxypyrimidin-5-yl)-2-(4-methylpiperazin-1-yl)phenyl]-6-oxo-4-(trifluoromethyl)-1H-pyridine-3-carboxamide